ClC1=C(C=CC=C1F)C(C1CC1)NC=1C=2N(C(=NC1)C(=O)N[C@H](C)\C=C\S(=O)(=O)C)C=CN2 8-(((2-chloro-3-fluorophenyl)(cyclopropyl)methyl)amino)-N-((R,E)-4-(methylsulfonyl)but-3-en-2-yl)imidazo[1,2-c]pyrimidine-5-carboxamide